N-(2-ethylbutyl)(2,3-dimethylbutan-2-yl)dodecane-1,12-diamine C(C)C(CNC(CCCCCCCCCCCN)C(C)(C(C)C)C)CC